Phenyl pyridine-1(2H)-carboxylate N1(CC=CC=C1)C(=O)OC1=CC=CC=C1